[4-(acetylamino)-2-nitrophenyl]-DL-leucine-2-methylpropan-2-yl ester CC(C)(C)OC([C@@H](NC1=C(C=C(C=C1)NC(C)=O)[N+](=O)[O-])CC(C)C)=O |r|